BrC1=CC=CC(=N1)CN1CCN(CCN(CCN(CC1)CC(=O)O)CCC(=O)O)CC(=O)O 2,2'-(4-((6-bromopyridin-2-yl)methyl)-10-(2-carboxyethyl)-1,4,7,10-tetraazacyclododecane-1,7-diyl)diacetic acid